N-(2-carbamoyl-4-chloro-6-ethyl-phenyl)-5-(chloroethyl)-2-(3-chloro-2-pyridyl)pyrazole-3-carboxamide C(N)(=O)C1=C(C(=CC(=C1)Cl)CC)NC(=O)C=1N(N=C(C1)CCCl)C1=NC=CC=C1Cl